2-methylbenzyl-1,2,4-oxadiazole-5-carboxamide CC1=C(CC2=NOC(=N2)C(=O)N)C=CC=C1